tert-butyl 4-(2-chloro-4-(2-methyl-1-oxo-1,2-dihydro-2,7-naphthyridin-4-yl)phenoxy)piperidine-1-carboxylate ClC1=C(OC2CCN(CC2)C(=O)OC(C)(C)C)C=CC(=C1)C1=CN(C(C2=CN=CC=C12)=O)C